3-[5-(4-formylphenyl)pyrimidin-2-yl]isoxazole-5-carboxylic acid C(=O)C1=CC=C(C=C1)C=1C=NC(=NC1)C1=NOC(=C1)C(=O)O